N1=C(C=CC=C1)[C@@H](C)NC(=O)[C@@H]1CN(CC[C@H]1NC(=O)C1=NOC(=N1)C1=C(C=C(C=C1)F)F)C1CCCCC1 (3R,4R)-1-Cyclohexyl-4-{[5-(2,4-difluoro-phenyl)-[1,2,4]oxadiazole-3-carbonyl]-amino}-piperidine-3-carboxylic acid ((R)-1-pyridin-2-yl-ethyl)-amide